CC1=C(CN[C@H](CCO[C@@H]2C[C@@H](C2)CCC2=NC=3NCCCC3C=C2)C(=O)O)C(=CN=C1)C N-(3,5-dimethylisonicotinyl)-O-(cis-3-(2-(5,6,7,8-tetrahydro-1,8-naphthyridin-2-yl)ethyl)cyclobutyl)-D-homoserine